3-((5-Phenyl-1,3,4-oxadiazol-2-yl)amino)benzoic acid C1(=CC=CC=C1)C1=NN=C(O1)NC=1C=C(C(=O)O)C=CC1